ClC1=C2C(=C(NC2=CC=C1F)C(=O)N1CCN(CC1)C(CN1CC(C1)F)=O)F 1-(4-(4-chloro-3,5-difluoro-1H-indole-2-carbonyl)piperazin-1-yl)-2-(3-fluoroazetidin-1-yl)ethan-1-one